[2-[6-[[5-(4-fluorophenyl)thiazol-2-yl]amino]imidazo[4,5-c]pyridin-1-yl]ethyl]carbamate FC1=CC=C(C=C1)C1=CN=C(S1)NC1=CC2=C(C=N1)N=CN2CCNC([O-])=O